(3S)-3-{5-[4-(Dibutoxymethyl)piperidin-1-yl]-1-oxo-1,3-dihydro-2H-isoindol-2-yl}piperidine-2,6-dione C(CCC)OC(C1CCN(CC1)C=1C=C2CN(C(C2=CC1)=O)[C@@H]1C(NC(CC1)=O)=O)OCCCC